4-chloro-6-(diethylamino)picolinic acid methyl ester COC(C1=NC(=CC(=C1)Cl)N(CC)CC)=O